potassium thiadiazole-2-carboxylate S1N(NC=C1)C(=O)[O-].[K+]